BrC1=C(C(=C(C=C1)\C(\C)=N\[S@](=O)C(C)(C)C)C)F (R,E)-N-(1-(4-bromo-3-fluoro-2-methylphenyl)ethylidene)-2-methylpropane-2-sulfinamide